BrC1=CC(=C(N)C(=C1)[N+](=O)[O-])F 4-bromo-2-fluoro-6-nitro-aniline